bis(3-cyclopentene) furan-2,5-dicarboxylate O1C(=CC=C1C(=O)O)C(=O)O.C1CC=CC1.C1CC=CC1